6-bromo-3-(cyclopropylmethyl)benzo[d]oxazol-2(3H)-one BrC1=CC2=C(N(C(O2)=O)CC2CC2)C=C1